[O-]S(=O)(=O)C(F)(F)F.C[N+]1=CC(=CC=C1)CCC 1-Methyl-3-propylpyridinium triflat